dicaffeoyl-glucose C(\C=C\C1=CC(O)=C(O)C=C1)(=O)C([C@H]([C@H]([C@@H]([C@H](C=O)O)O)O)O)(O)C(\C=C\C1=CC(O)=C(O)C=C1)=O